tert-butyl 2,4-dioxopiperidine-1-carboxylate O=C1N(CCC(C1)=O)C(=O)OC(C)(C)C